BrC=1C=C2C=CN(C(C2=CC1F)=O)C[C@]1(C[C@H](CCC1)NC(OC(C)(C)C)=O)O tert-butyl ((1S,3S)-3-((6-bromo-7-fluoro-1-oxoisoquinolin-2(1H)-yl)methyl)-3-hydroxycyclohexyl)carbamat